oxycodone hydrochloride Cl.C1=CC(OC)=C2C=3[C@@]45[C@@H](O2)C(=O)CC[C@@]4(O)[C@@H](CC13)N(C)CC5